dizinc phthalate C(C=1C(C(=O)[O-])=CC=CC1)(=O)[O-].[Zn+2].[Zn+2].C(C=1C(C(=O)[O-])=CC=CC1)(=O)[O-]